1-fluoro-4-methoxy-2-methylthieno[3,2-e]benzofuran-7-carboxylic acid ethyl ester C(C)OC(=O)C1=CC2=C(C=C(C3=C2C(=C(O3)C)F)OC)S1